CC1(C2CC3CC(CC1C3)C2)OC(=O)C(C)OC(=O)C2C3C1C4C=CC(C1C(C2)C3=O)C4=O 8-(1-(2-methyl-2-adamantyloxycarbonyl)ethoxycarbonyl)-11,12-dioxo-tetracyclo[4.4.0.12,5.17,10]-3-dodecene